allyl-(3-aminopropyl)dimethyl-ammonium chloride [Cl-].C(C=C)[N+](C)(C)CCCN